C1(CC1)C1=NNC2=C1C(=NC=C2)C=2C=CC(=C(N)C2)S(=O)(=O)C 5-(3-cyclopropyl-1H-pyrazolo[4,3-c]pyridin-4-yl)-2-(methylsulfonyl)aniline